C(C)(C)C1=CN=C2N1N=C(C=C2N[C@@H](C)C2=CC=CC=C2)SC2CNCCC2 3-isopropyl-N-((S)-1-phenylethyl)-6-(piperidin-3-ylthio)imidazo[1,2-b]pyridazin-8-amine